CN1C(=NC2=C1C=C(C=C2C)C2CCN(CC2)C2CC1CCC(C2)N1C1COC1)C1=CC=C(C=C1)S(=O)(=O)C 1,4-dimethyl-2-(4-(methylsulfonyl)phenyl)-6-(1-(8-(oxetan-3-yl)-8-azabicyclo[3.2.1]oct-3-yl)piperidin-4-yl)-1H-benzo[d]imidazole